5-bromo-4-methoxy-2-(methylamino)-3-nitro-benzonitrile BrC=1C(=C(C(=C(C#N)C1)NC)[N+](=O)[O-])OC